CC([C@@H](C(=O)N1[C@@H](C[C@H](C1)O)C(=O)NC)N1N=NC(=C1)C1=NC=CC=C1C(F)(F)F)(C)C (2S,4r)-1-[(2S)-3,3-dimethyl-2-[4-[3-(trifluoromethyl)-2-pyridinyl]triazol-1-yl]butanoyl]-4-hydroxy-N-methyl-pyrrolidine-2-carboxamide